4-bromo-5-chloro-2-ethyl-pyridine BrC1=CC(=NC=C1Cl)CC